CC1=C(C(CCC1)(C)C)C(\C=C\C)=O (E)-1-(2,6,6-trimethylcyclohex-1-en-1-yl)but-2-en-1-one